methyl (2S)-5,5-dimethyl-2-[[6-[3-[2-oxo-2-[2-[[1-(2-prop-2-ynoxyacetyl)-4-piperidyl]oxy]ethylamino]ethoxy]phenoxy]pyridine-3-carbonyl]amino]hexanoate CC(CC[C@@H](C(=O)OC)NC(=O)C=1C=NC(=CC1)OC1=CC(=CC=C1)OCC(NCCOC1CCN(CC1)C(COCC#C)=O)=O)(C)C